(3S,4S)-4-((6-(6-(difluoromethoxy)-imidazo[1,2-a]pyridin-3-yl)pyridin-2-yl)-amino)pyrrolidin-3-ol FC(OC=1C=CC=2N(C1)C(=CN2)C2=CC=CC(=N2)N[C@@H]2[C@H](CNC2)O)F